3-methyl-4-((1-methyl-1H-benzoimidazol-5-yl)oxy)aniline CC=1C=C(N)C=CC1OC1=CC2=C(N(C=N2)C)C=C1